N-(4-tert-butylphenyl)dibenzo[b,d]Thiophen-4-amine C(C)(C)(C)C1=CC=C(C=C1)NC1=CC=CC2=C1SC1=C2C=CC=C1